ClC=1C=C(C(=O)NC=2C=C(N(N2)CC2=CC=C(C=C2)OC)C(=O)O)C=CC1OCCCOC 5-[[3-Chloro-4-(3-methoxypropoxy)benzoyl]amino]-2-[(4-methoxyphenyl)methyl]pyrazole-3-carboxylic acid